Cl.NCCN1C(C2C3C=CC(C2C1=O)O3)=O 2-(2-aminoethyl)-3a,4,7,7a-tetrahydro-1H-4,7-epoxyisoindole-1,3(2H)-dione hydrochloride